2-(7-cyano-5-isopropoxybenzo[b]thiophen-2-yl)-4-methyloxazole-5-carboxylic acid C(#N)C1=CC(=CC2=C1SC(=C2)C=2OC(=C(N2)C)C(=O)O)OC(C)C